Cl.NC/C=C/CN1/C(/SC=2C1=NC=C(C2)C(=O)N)=N/C(=O)C2=CC(=NN2CC)C (Z)-3-((E)-4-Aminobut-2-en-1-yl)-2-((1-ethyl-3-methyl-1H-pyrazole-5-carbonyl)imino)-2,3-dihydrothiazolo[4,5-b]pyridine-6-carboxamide hydrochloride